3-[[4-bromo-2-(trifluoromethyl)phenyl]methylene]azetidine, trifluoroacetate salt FC(C(=O)O)(F)F.BrC1=CC(=C(C=C1)C=C1CNC1)C(F)(F)F